(R)-2-fluoro-2'-mercapto-3-methyl-5',8'-dihydro-6'H-spiro[indene-1,7'-quinazolin]-4'-ol FC1=C(C2=CC=CC=C2[C@]12CCC=1C(=NC(=NC1C2)S)O)C